NC([C@H](C[C@H]1C(NCC1)=O)NC(=O)[C@H](CC(C)C)NC(OC)=O)=O methyl N-[(1S)-1-[[(1S)-2-amino-2-oxo-1-[[(3S)-2-oxopyrrolidin-3-yl]methyl]ethyl]carbamoyl]-3-methyl-butyl]carbamate